ClC=1C=C(C(=NC1)C1=CN=C(N=N1)OC1CC(NC(C1)(C)C)(C)C)OCOC 6-(5-chloro-3-(methoxymethoxy)pyridin-2-yl)-3-((2,2,6,6-tetramethylpiperidin-4-yl)oxy)-1,2,4-triazine